1'-((3,6-difluoro-4-oxo-4,5-dihydropyrrolo[1,2-a]quinoxalin-7-yl)methyl)-2-methoxy-N-methyl-1',2',3',6'-tetrahydro-[3,4'-bipyridine]-6-carboxamide FC=1C=CN2C1C(NC1=C(C(=CC=C21)CN2CCC(=CC2)C=2C(=NC(=CC2)C(=O)NC)OC)F)=O